1-phenyl-pyrazole-4-carbonitrile C1(=CC=CC=C1)N1N=CC(=C1)C#N